(E)-3-(phenylsulfanyl)-1-(p-tolyl)prop-2-en-1-one C1(=CC=CC=C1)S/C=C/C(=O)C1=CC=C(C=C1)C